C(C)C(CP([O-])=O)CCCC.[Nd+3].C(C)C(CP([O-])=O)CCCC.C(C)C(CP([O-])=O)CCCC neodymium (2-ethylhexyl)phosphinate